1-(4-(1-phenylazetidin-3-yl)benzyl)piperidine-4-carboxylic acid C1(=CC=CC=C1)N1CC(C1)C1=CC=C(CN2CCC(CC2)C(=O)O)C=C1